O=C1NC(CCC1N1C(C2=CC=C(C=C2C1=O)OCCN1CC2(CN(C2)C(=O)OC(C)(C)C)C1)=O)=O tert-butyl 6-[2-[2-(2,6-dioxo-3-piperidyl)-1,3-dioxo-isoindolin-5-yl]oxyethyl]-2,6-diazaspiro[3.3]heptane-2-carboxylate